6-bromo-1-isopropyl-5-methylthieno[2,3-d]pyrimidin-4(1H)-one BrC1=C(C2=C(N(C=NC2=O)C(C)C)S1)C